3-(4-((2-cyclopropylethyl)((1r,4r)-4-((3,3-difluoro-propyl)(methyl)amino)cyclohexyl)amino)-1-oxoisoindolin-2-yl)piperidine-2,6-dione C1(CC1)CCN(C1=C2CN(C(C2=CC=C1)=O)C1C(NC(CC1)=O)=O)C1CCC(CC1)N(C)CCC(F)F